4-(2,6-difluorobenzyl)-2-(4-((2-((3,3-difluorocyclobutyl)(methyl)amino)pyridin-4-yl)oxy)phenyl)-2,4-dihydro-3H-1,2,4-triazol-3-one FC1=C(CN2C(N(N=C2)C2=CC=C(C=C2)OC2=CC(=NC=C2)N(C)C2CC(C2)(F)F)=O)C(=CC=C1)F